FC1(CC12CN(CC2)C2=NC=CC1=C2N=C(N=C1)NC1=NN2C(CN(CC2)C)=C1)F 8-(1,1-difluoro-5-azaspiro[2.4]heptan-5-yl)-N-(5-methyl-4,5,6,7-tetrahydropyrazolo[1,5-a]pyrazin-2-yl)pyrido[3,4-d]pyrimidin-2-amine